pentamethylcyclopentadienylcarbonyl-cobalt CC1=C(C(=C(C1(C(=O)[Co])C)C)C)C